chromium tetraoxide [O-2].[O-2].[O-2].[O-2].[Cr+3]